N-{[(9H-fluorene-9-ylmethyl)oxy]carbonyl}-L-lysine C1=CC=CC=2C3=CC=CC=C3C(C12)COC(=O)N[C@@H](CCCCN)C(=O)O